ClC1=CC=C(C=C1)CN1C([C@H](CS(C2=C1C=C(C(=C2)F)C=2N=NC=C(N2)C2(CC2)S(=O)(=O)C)(=O)=O)NC(OC(C)(C)C)=O)=O tert-butyl N-[(3R)-5-[(4-chlorophenyl)methyl]-8-fluoro-7-[5-(1-methylsulfonylcyclopropyl)-1,2,4-triazin-3-yl]-1,1,4-trioxo-2,3-dihydro-1λ6,5-benzothiazepin-3-yl]carbamate